4-propylcyclohexyl-2,3-difluorophenol C(CC)C1CCC(CC1)C1=C(C(=C(C=C1)O)F)F